3-methylsulfanyl-8-(trifluoromethyl)-2H-1,4-benzoxazine CSC=1COC2=C(N1)C=CC=C2C(F)(F)F